N1C=C(C=C1)O Pyrrol-3-ol